5-Chloro-1-ethyl-1'-isopropyl-1H,1'H-[3,4'-bipyrazole]-4-carbaldehyde ClC1=C(C(=NN1CC)C=1C=NN(C1)C(C)C)C=O